ClC=1C(=CC2=C(C[C@](O2)(C2=CC=CC=C2)CN(C(OC(C)(C)C)=O)C)C1C1=C(C(=CC=C1C#N)OCCOC1OCCCC1)F)F Tert-butyl (((2S,4S)-5-chloro-4-(6-cyano-2-fluoro-3-(2-((tetrahydro-2H-pyran-2-yl)oxy)ethoxy)phenyl)-6-fluoro-2-phenyl-2,3-dihydrobenzofuran-2-yl)methyl)(methyl)carbamate